4-amino-7-fluoro-N,1-dimethyl-N-((4R)-7-(trifluoromethyl)-3,4-dihydro-1H-pyrano[4,3-c]pyridin-4-yl)-1H-pyrazolo[4,3-c]quinoline-8-carboxamide NC1=NC=2C=C(C(=CC2C2=C1C=NN2C)C(=O)N([C@H]2COCC1=C2C=NC(=C1)C(F)(F)F)C)F